C(C=C)(=O)N1CC(C1)OC=1C=C2C(=C(C=NC2=CC1OC)C#N)NC1=CC(=C(C=C1)Cl)Cl 6-((1-acryloylazetidin-3-yl)oxy)-4-((3,4-dichloro-phenyl)amino)-7-methoxyquinoline-3-carbonitrile